C(C=C)(=O)N1CCN(CC1)C(C=C)=O N,N'-bisacryloylpiperazine